C(C)(C)(C)S(=O)(=O)C=1C(=CC=2N(C1)C(=CN2)C2=NN(C(=C2)C(=O)OC)C)OC methyl 3-(6-(tert-butylsulfonyl)-7-methoxyimidazo[1,2-a]pyridin-3-yl)-1-methyl-1H-pyrazole-5-carboxylate